ClC=1C=CC=C2C(=C(C(N(C12)C)=O)C#N)N1CCC(CC1)C=1OC2=C(N1)C=C(C=C2)C 8-chloro-1-methyl-4-[4-(5-methyl-1,3-benzoxazol-2-yl)piperidin-1-yl]-2-oxo-1,2-dihydroquinoline-3-carbonitrile